2-(3-chlorobenzyl)cyclopentyl ((2S)-3-cyclohexyl-1-((4-(cyclopropylamino)-3,4-dioxo-1-(2-oxo-8-oxa-1-azaspiro[4.5]decan-3-yl)butan-2-yl)amino)-1-oxopropan-2-yl)carbamate C1(CCCCC1)C[C@@H](C(=O)NC(CC1C(NC2(C1)CCOCC2)=O)C(C(=O)NC2CC2)=O)NC(OC2C(CCC2)CC2=CC(=CC=C2)Cl)=O